3,6-dichlorobenzene-1,2,4-tricarboxylic acid ClC1=C(C(=C(C=C1C(=O)O)Cl)C(=O)O)C(=O)O